di-(2-propylheptyl)amine C(CC)C(CNCC(CCCCC)CCC)CCCCC